4-(aminomethyl)-3-(2-fluoro-3-((N-methylsulfamoyl) amino) benzyl)-2-oxo-2H-chromen-7-yl dimethylcarbamate hydrobromide Br.CN(C(OC1=CC=C2C(=C(C(OC2=C1)=O)CC1=C(C(=CC=C1)NS(NC)(=O)=O)F)CN)=O)C